C1=CC(=C(C=C1C2=C(C(=O)C3=C(C=C(C=C3O2)O)[O-])OS(=O)(=O)[O-])O)OS(=O)(=O)[O-] The molecule is a flavonoid oxoanion arising from deprotonation of the sulfate and 7-hydroxy groups of quercetin 3,4'-bissulfate; major species at pH 7.3. It is a flavonoid oxoanion and an aryl sulfate oxoanion. It is a conjugate base of a quercetin 3,4'-bissulfate.